tetramethylmethionine methyl-sulfonium salt C[SH2+].CC([C@](N(C)C)(C(=O)[O-])C)CSC